C(C)(C)(C)C=1C=C(C(=O)N=C2NCCN2)C=CC1NC1=CC(=CC=C1)C(N(C(C)C)C)=O 3-tert-butyl-N-[(2E)-imidazolidin-2-ylidene]-4-({3-[methyl(propan-2-yl)carbamoyl]phenyl}amino)benzamide